N-[2,7-dimethylimidazo[1,2-a]pyridin-6-yl]-3-fluoro-5-(piperidin-4-yl)thiophene-2-carboxamide CC=1N=C2N(C=C(C(=C2)C)NC(=O)C=2SC(=CC2F)C2CCNCC2)C1